BrC1=C2N=CC(=NC2=CC(=C1)C)COCC 5-bromo-2-(ethoxymethyl)-7-methylquinoxaline